NC1=CC2=C(B(OC2C)O)C=C1 5-amino-3-methylbenzo[c][1,2]oxaborole-1(3H)-ol